C(C1=CC=CC=C1)N1[C@H](CC(CC1)C=1C=C2CN(C(C2=CC1)=O)N1C(CCCC1=O)=O)C (5-((2S)-1-benzyl-2-methylpiperidin-4-yl)-1-oxoisoindolin-2-yl)piperidine-2,6-dione